N-((4-chloro-2',3',4',6,6'-pentafluoro-[1,1-biphenyl]-3-yl)sulfonyl)-N-methylpropionamide ClC1=C(C=C(C(=C1)F)C1=C(C(=C(C=C1F)F)F)F)S(=O)(=O)N(C(CC)=O)C